piperidinoheptane N1(CCCCC1)CCCCCCC